phenyl-2-(3,4,5-trihydroxybenzoyl)hydrazine-1-carboxamide C1(=CC=CC=C1)N(NC(C1=CC(=C(C(=C1)O)O)O)=O)C(=O)N